CC=1C(=NC=CC1)C=1C(=NC=C(C1)C)C(=O)N1[C@@H]2[C@@H](C[C@H](C1)CC2)OC2=NC=C(C=C2)C(F)(F)F (3,5'-dimethyl-[2,3'-bipyridin]-2'-yl)((1S,4R,6R)-6-((5-(trifluoromethyl)pyridin-2-yl)oxy)-2-azabicyclo[2.2.2]oct-2-yl)methanone